(1S,5R)-6,8-dioxabicyclo[3.2.1]octane-4-carboxylic acid [C@H]12CCC([C@H](OC1)O2)C(=O)O